1-cyclopentyl-4-((5-(4-fluoropyridin-2-yl)pyrimidin-2-yl)methyl)piperazine-2,3-dione C1(CCCC1)N1C(C(N(CC1)CC1=NC=C(C=N1)C1=NC=CC(=C1)F)=O)=O